6-(3-methyl-1-(o-tolyl)-1H-pyrazol-5-yl)-2-azaspiro[3.3]hept-5-ene 2,2,2-trifluoroacetate FC(C(=O)O)(F)F.CC1=NN(C(=C1)C1=CC2(CNC2)C1)C1=C(C=CC=C1)C